C(N)(=O)C1=CC(=NC2=C1N=CN=C2N[C@@H]2CN(CCC2)C(=O)OC(C)(C)C)C2=CC=C(C=C2)CCl tert-butyl (3S)-3-([8-carbamoyl-6-[4-(chloromethyl)phenyl]pyrido[3,2-d]pyrimidin-4-yl]amino)piperidine-1-carboxylate